C(C)OC(CCC1(CCN(CC1)C(=O)OC(C)(C)C)F)=O tert-butyl 4-(3-ethoxy-3-oxo-propyl)-4-fluoro-piperidine-1-carboxylate